FC=1C=C(C=CC1)C=1C(=NN(C1C(=O)O)C=1SC(=C(N1)N1CCC2(CC2)CC1)SC(C)C)C 4-(3-fluorophenyl)-1-(5-(isopropylthio)-4-(6-azaspiro[2.5]octan-6-yl)thiazol-2-yl)-3-methyl-1H-pyrazole-5-carboxylic acid